(((benzyloxy)carbonyl)amino)azetidine-1,3-dicarboxylic acid 1-(tert-butyl) 3-ethyl ester C(C)OC(=O)C1C(N(C1)C(=O)OC(C)(C)C)NC(=O)OCC1=CC=CC=C1